2,8-dichloro-6-cyclopropylquinoline ClC1=NC2=C(C=C(C=C2C=C1)C1CC1)Cl